C1=CC=CC=2C3=CC=CC=C3C(C12)COC(=O)N1[C@H](C[C@H](C1)CC1=CC=C(C2=CC=CC=C12)F)C(=O)O (2R-4R)-1-(((9H-fluoren-9-yl)methoxy)carbonyl)-4-((4-fluoronaphthalen-1-yl)methyl)pyrrolidine-2-carboxylic acid